tert-butyl 2-[(4-bromo-2,5-difluoro-phenyl)methyl]-3-[[1-(difluoromethyl)cyclopropyl]methyl]benzimidazole-5-carboxylate BrC1=CC(=C(C=C1F)CC=1N(C2=C(N1)C=CC(=C2)C(=O)OC(C)(C)C)CC2(CC2)C(F)F)F